2-(2-oxopyrrolidin-1-yl)ethyl decanoate C(CCCCCCCCC)(=O)OCCN1C(CCC1)=O